4-{5-[1-(2-Cyano-phenyl)-1H-pyrazol-4-yl]-1-methyl-2-oxo-1,2-dihydro-pyridin-4-yl}-benzamide C(#N)C1=C(C=CC=C1)N1N=CC(=C1)C=1C(=CC(N(C1)C)=O)C1=CC=C(C(=O)N)C=C1